COC=1C=C(C=C(C1)OC)C1=C(C=CC(=C1)C)S(=O)(=O)NC(F)(F)F (3,5-dimethoxyphenyl)-4-methyl-N-(trifluoromethyl)benzenesulfonamide